CC1N(CC=C(CC1)C=1C(=C(C=C2CCCOC12)NC1=NC(=CC(=N1)C)NC)C)C(=O)OC(C)(C)C tert-butyl 2-methyl-5-[7-methyl-6-[[4-methyl-6-(methylamino) pyrimidin-2-yl] amino] chroman-8-yl]-2,3,4,7-tetrahydroazepine-1-carboxylate